1-(2-aminoethyl)-6-chloro-N-(3,4-dichlorophenyl)-9H-carbazol-3-amine NCCC1=CC(=CC=2C3=CC(=CC=C3NC12)Cl)NC1=CC(=C(C=C1)Cl)Cl